ClC=1C(=CC(=C(C1)NC=1C2=C(N=CN1)C=NC(=N2)S(=O)(=O)C)F)OC2=CC1=C(N(N=N1)C)C=C2 N-(5-chloro-2-fluoro-4-((1-methyl-1H-benzo[d][1,2,3]triazol-5-yl)oxy)phenyl)-6-(methylsulfonyl)pyrimido[5,4-d]pyrimidin-4-amine